Butyl ((2-(6-(azetidin-1-yl)pyridin-2-yl)-2H-pyrazolo[4,3-c]pyridin-6-yl)methyl)carbamate N1(CCC1)C1=CC=CC(=N1)N1N=C2C(C=NC(=C2)CNC(OCCCC)=O)=C1